7-((4-aminobenzyl)oxy)-4-trifluoromethyl-2H-1-benzopyran-2-one NC1=CC=C(COC2=CC3=C(C(=CC(O3)=O)C(F)(F)F)C=C2)C=C1